Br[Mg]CCCCC[Mg]Br bromo-[5-(bromomagnesio)pentyl]magnesium